C(C)OC(CC(=O)C1=C(C=CC=C1)Br)=O 3-(2-bromophenyl)-3-oxopropionic acid ethyl ester